FC1=CC(=C(C=C1)C1=NNC[C@H]1C)O (R)-3-(4-fluoro-2-hydroxyphenyl)-4-methyl-4,5-dihydro-1H-pyrazole